C(CCC)C(C(=O)OCC(C)(C)C)CC(=O)OCC(C)(C)C dineopentyl 2-butylsuccinate